COC=1C=C(C=CC1C=C)N(C)CC1=CC=C(C=C1)N1C(=NC=2C1=NC(=CC2)C2=CC=CC=C2)C=2C(=NC=CC2)N 3-(3-(4-(((3-Methoxy-4-vinylphenyl)(methyl)amino)methyl)phenyl)-5-phenyl-3H-imidazo[4,5-b]pyridin-2-yl)pyridin-2-amine